2-[3-(3-aminophenyl)-3-[(4-methyl-1,2,4-triazol-3-yl)methyl]cyclobutyl]acetonitrile NC=1C=C(C=CC1)C1(CC(C1)CC#N)CC1=NN=CN1C